Cl.C(C)OC=1C=C(C=CC1OC)C(=CS(=O)(=O)C)N 1-(3-ethoxy-4-methoxyphenyl)-2-(methylsulfonyl)vinylamine, hydrochloride